Tert-butyl 4-(4-((3-cyano-6-(3-(3-cyclopentyl-2-oxoimidazolin-1-yl)piperidin-1-yl)pyrazin-2-yl)amino)phenyl)-4-methylpiperidin-1-carboxylate C(#N)C=1C(=NC(=CN1)N1CC(CCC1)N1C(N(CC1)C1CCCC1)=O)NC1=CC=C(C=C1)C1(CCN(CC1)C(=O)OC(C)(C)C)C